(R)-2-(2-Chloro-5-cyclopropyl-8-oxothieno[2',3':4,5]pyrrolo[1,2-d][1,2,4]triazin-7(8H)-yl)-N-(piperidin-3-yl)acetamid-hydrochlorid Cl.ClC1=CC2=C(C=C3N2C(=NN(C3=O)CC(=O)N[C@H]3CNCCC3)C3CC3)S1